FC=1C=C(CN2C(=NC=3N(C(N(C(C23)=O)CCCO)=O)C)C2(CCC(CC2)(F)F)F)C=C(C1)F 7-(3,5-difluorobenzyl)-1-(3-hydroxypropyl)-3-methyl-8-(1,4,4-trifluorocyclohexyl)-3,7-dihydro-1H-purine-2,6-dione